BrC1=CC=C(C=C1)S(=S)(=O)[O-] p-bromophenylthiosulfonate